CN(C1=CC(=NC=C1)N1N=CC(=C1)S(=O)(=O)NC=1C=CC=C2C=NN(C12)C)C 1-[4-(dimethylamino)pyridin-2-yl]-N-(1-methylindazol-7-yl)pyrazole-4-sulfonamide